3-Amino-N-methyl-4-[(2-oxo-1,3-dihydropyrrolo[2,3-b]pyridin-5-yl)amino]benzamide NC=1C=C(C(=O)NC)C=CC1NC=1C=C2C(=NC1)NC(C2)=O